tert-butyl 2-(4-methoxybutan-2-ylidene)hydrazine-1-carboxylate COCCC(C)=NNC(=O)OC(C)(C)C